Methyl (S)-5-((tert-butoxycarbonyl)amino)-2-(4-(2-(2,4-diamino-5-fluoroquinazolin-6-yl) ethyl)benzamido)pentanoate C(C)(C)(C)OC(=O)NCCC[C@@H](C(=O)OC)NC(C1=CC=C(C=C1)CCC=1C(=C2C(=NC(=NC2=CC1)N)N)F)=O